N-benzyl-3,4-dimethoxyaniline C(C1=CC=CC=C1)NC1=CC(=C(C=C1)OC)OC